(E)-8-(dimethylamino)quinoline-2-carbaldehyde oxime CN(C=1C=CC=C2C=CC(=NC12)/C=N/O)C